butyl-4,4-di-(tert-butylperoxy)-valerate C(CCC)OC(CCC(C)(OOC(C)(C)C)OOC(C)(C)C)=O